(±)-Mercaptosuccinic acid S[C@@H](C(=O)O)CC(=O)O |r|